CC1=C(CNC(OC(C)(C)C)=O)C=CC(=C1)C1=NC=NN2C1=CC(=C2)B2OC(C(O2)(C)C)(C)C tert-butyl (2-methyl-4-(6-(4,4,5,5-tetramethyl-1,3,2-dioxaborolan-2-yl)pyrrolo[2,1-f][1,2,4]triazin-4-yl)benzyl)carbamate